C(CCCCC)[N+](CCCCCCCC)(CCCCCC)CCCCCC tri-n-hexyl-n-octyl-ammonium